ClC1=CC=C(C(=N1)C(=NO)N)N[C@H](C)C=1C=C(C=C2C(C(=C(OC12)C=1C=NN(C1)CC1(COC1)C)C)=O)C 6-Chloro-3-[[(1R)-1-[3,6-dimethyl-2-[1-[(3-methyl-oxetan-3-yl)methyl]pyrazol-4-yl]-4-oxo-chromen-8-yl]-ethyl]amino]-N'-hydroxy-pyridine-2-carboxamidine